C(CCC)C=1N(C(=C(C(N1)=O)CC1=CC(=CC=C1)C1=C(C(=NC=C1)F)C)O)[C@@H](CC)C1=CC(=CC(=C1)F)F 2-butyl-1-[(1S)-1-(3,5-difluorophenyl)propyl]-5-{[3-(2-fluoro-3-methylpyridin-4-yl)phenyl]methyl}-6-hydroxy-1,4-dihydropyrimidin-4-one